C1(=CC=CC=C1)C=1C2=CC=CC=C2C(=C2C=CC(=CC12)C=1C=C(C=CC1)C1=C2C=C3C(=CC2=CC=C1)C=CC=C3)C3=CC=CC=C3 6-[3-(9,10-diphenyl-2-anthryl)phenyl]-benzo[b]naphthalene